6,7-dimethoxy-N-[1-(propan-2-yl)piperidin-4-yl]-1,2,3,4-tetrahydroacridin-9-amine COC=1C=C2N=C3CCCCC3=C(C2=CC1OC)NC1CCN(CC1)C(C)C